1-[[2-(1,1,1-trifluoro-3-methoxypropan-2-yl)oxypyridin-4-yl]methyl]-3-[3-(trifluoromethyl)cyclobutyl]urea FC(C(COC)OC1=NC=CC(=C1)CNC(=O)NC1CC(C1)C(F)(F)F)(F)F